Cl.Cl.FC(CN)(CN)F 2,2-difluoropropane-1,3-diamine dihydrochloride